OC(C)(C)C=1N=CC(=NC1)N1C(O[C@@]2(C[C@@](C3(CC3)CC2)(C)CN2C=NC3=C2C=C(C=C3)C#N)C1)=O 1-(((4R,6S)-9-(5-(2-hydroxy-prop-2-yl)pyrazin-2-yl)-4-methyl-8-oxo-7-oxa-9-azadispiro[2.2.46.23]dodecane-4-yl)methyl)-1H-benzo[d]imidazole-6-carbonitrile